N-[(3S,4S)-3-methyl-1-(3,3,3-trifluoropropyl)-4-piperidyl]-6-{3-[4-(N-methylcarbamoyl)-2-anisidino]-1-propynyl}-1-(2,2,2-trifluoroethyl)-1H-1,3-benzimidazole-4-carboxamide C[C@H]1CN(CC[C@@H]1NC(=O)C1=CC(=CC=2N(C=NC21)CC(F)(F)F)C#CCNC=2C(OC)=CC=C(C2)C(NC)=O)CCC(F)(F)F